2-((5aS,6R,11bS)-14-(cyclopropylmethyl)-5a,10-dihydroxy-1,2,5,5a,6,7-hexahydro-6,11b-(epiminoethano)naphtho[1,2-d]azepin-3(4H)-yl)-1-(piperidin-1-yl)ethan-1-one C1(CC1)CN1CC[C@]23CCN(CC[C@]2([C@H]1CC1=CC=C(C=C13)O)O)CC(=O)N1CCCCC1